ethyl-ammonium acetate C(C)(=O)[O-].C(C)[NH3+]